5-((4-(4-(trifluoromethyl)benzyl)piperazin-1-yl)methyl)quinolin-8-ol FC(C1=CC=C(CN2CCN(CC2)CC2=C3C=CC=NC3=C(C=C2)O)C=C1)(F)F